NC1=C([N+](=NC2=C(C(=CC=C12)F)C=1C(=NC(=NC1)OC)OC)[O-])C(NCCC)=O 4-amino-7-fluoro-8-(2,4-dimethoxypyrimidin-5-yl)-3-(propylcarbamoyl)cinnoline 2-oxide